benzyl-6-chloro-3-isopropylpyrimidine-2,4(1H,3H)-dione C(C1=CC=CC=C1)N1C(N(C(C=C1Cl)=O)C(C)C)=O